BrC1=CN=C2C(N(C(=NN21)C=2C=C1CCN(C1=CC2)C(=O)[O-])C(C)C)=O 5-(7-bromo-3-isopropyl-4-oxo-3,4-dihydroimidazo[2,1-f][1,2,4]triazin-2-yl)indoline-1-carboxylate